2-butyloctyl 10-(3-(diethylamino)-N-(7-((2-hexyldecyl) oxy)-7-oxoheptyl) propanamido)-11-(octylamino)-11-oxoundecanoate C(C)N(CCC(=O)N(CCCCCCC(=O)OCC(CCCCCCCC)CCCCCC)C(CCCCCCCCC(=O)OCC(CCCCCC)CCCC)C(=O)NCCCCCCCC)CC